Bis(methacryloylthio)naphthalene C(C(=C)C)(=O)SC1=C(C2=CC=CC=C2C=C1)SC(C(=C)C)=O